tert-butyl 4-(1-((6-ethoxy-2-methylpyrazolo[1,5-a]pyridin-5-yl)carbamoyl)-2,3-dihydro-1H-pyrrolo[2,3-b]pyridin-4-yl)piperazine-1-carboxylate C(C)OC=1C(=CC=2N(C1)N=C(C2)C)NC(=O)N2CCC=1C2=NC=CC1N1CCN(CC1)C(=O)OC(C)(C)C